N-[(3-exo)-8-Azabicyclo[3.2.1]oct-3-yl]-6-(7-fluoro-2-methyl-2H-indazol-5-yl)-N-methyl[1,3]thiazolo[4,5-c]pyridin-2-amin C12CC(CC(CC1)N2)N(C=2SC1=C(C=NC(=C1)C1=CC3=CN(N=C3C(=C1)F)C)N2)C